3-[6-[5-(6-methyl-2-pyridyl)-1H-imidazol-4-yl]-3-quinolyl]-6,7-dihydro-5H-cyclopenta[b]pyridin-7-amine CC1=CC=CC(=N1)C1=C(N=CN1)C=1C=C2C=C(C=NC2=CC1)C=1C=C2C(=NC1)C(CC2)N